4-chloro-1H-spiro[2,1-benzothiazole-3,1'-cyclopentane]-2,2-dioxide ClC1=CC=CC2=C1C1(CCCC1)S(N2)(=O)=O